5-(((2,3-difluoro-6-methoxybenzyl)oxy)-2-fluoro-4-methoxyphenyl)-4,6-dioxo-4,5,6,7-tetrahydro-1H-pyrazolo[3,4-d]pyrimidine-3-carboxylic acid FC1=C(COC=2C(=C(C=CC2OC)N2C(NC3=C(C2=O)C(=NN3)C(=O)O)=O)F)C(=CC=C1F)OC